CC1=C(C(=CC(=C1)O[Si](C(C)C)(C(C)C)C(C)C)C)CC=1C=C2C(C(NC2=CC1)=O)(C)C 5-[(2,6-dimethyl-4-triisopropylsiloxy-phenyl)-methyl]-3,3-dimethyl-indolin-2-one